NC1=C2C(=NC=N1)N(N=C2C2=CC=C(C=C2)OC2=CC=CC=C2)C2CCN(CC2)C2CCN(CC2)CC2CCN(CC2)C(=O)OC(C)(C)C tert-butyl 4-((4-(4-amino-3-(4-phenoxyphenyl)-1H-pyrazolo[3,4-d]pyrimidin-1-yl)-[1,4'-bipiperidin]-1'-yl)methyl)piperidine-1-carboxylate